5-fluoro-N-isobutyl-3-(1-((1-(2-((4-isopropylphenyl)sulfonamido)ethyl)piperidin-4-yl)methyl)-1H-1,2,3-triazol-4-yl)-1H-indole-2-carboxamide FC=1C=C2C(=C(NC2=CC1)C(=O)NCC(C)C)C=1N=NN(C1)CC1CCN(CC1)CCNS(=O)(=O)C1=CC=C(C=C1)C(C)C